CN(C)CC=1C(=NN(C1)C1=NC(=NC=C1)NC1=CC(=C(C=C1OC)N1CCOCC1)N)C1=CC=CC=C1 N1-(4-(4-((dimethylamino)methyl)-3-phenyl-1H-pyrazol-1-yl)pyrimidin-2-yl)-6-methoxy-4-morpholino-benzene-1,3-diamine